3-benzyl-1-(trans-4-((5-cyano-4-((3-(methylsulfonyl)-propyl)amino)-pyrimidin-2-yl)-amino)cyclohexyl)-1-(5-(1-methyl-1H-pyrazol-4-yl)-pyridin-2-yl)urea C(C1=CC=CC=C1)NC(N(C1=NC=C(C=C1)C=1C=NN(C1)C)[C@@H]1CC[C@H](CC1)NC1=NC=C(C(=N1)NCCCS(=O)(=O)C)C#N)=O